1-((1R,3r,5S)-8-azabicyclo[3.2.1]octan-3-yl)-3-(4-(trifluoromethoxy)phenyl)urea [C@H]12CC(C[C@H](CC1)N2)NC(=O)NC2=CC=C(C=C2)OC(F)(F)F